tetraethylene glycol ethyl vinyl ether C(=C)OCCOCCOCCOCCOCC